3-(5-(((3R,4R)-4-methoxypyrrolidin-3-yl)oxy)-1-oxoisoindolin-2-yl)piperidine-2,6-dione CO[C@H]1[C@@H](CNC1)OC=1C=C2CN(C(C2=CC1)=O)C1C(NC(CC1)=O)=O